5-(4-nitrophenyl)-3,4-dihydro-2H-pyrrole [N+](=O)([O-])C1=CC=C(C=C1)C=1CCCN1